CC1(NC(CCC1)C1CCCCC1)C 2,2-dimethyl-6-cyclohexylpiperidine